BrC=1C=C2C(=CNC2=CC1)C=CC(=O)O 3-(5-bromo-1H-indol-3-yl)acrylic acid